O[C@H]1CC[C@H](N(C1)C(=O)OC(C)(C)C)C(=O)OC O1-tert-butyl O2-methyl (2S,5S)-5-hydroxypiperidine-1,2-dicarboxylate